ClC1=CC(=C(C=C1F)C=1NC(C=2N(C1)N=C(C2C2CC2)C(=O)OCC)=O)F ethyl 6-(4-chloro-2,5-difluorophenyl)-3-cyclopropyl-4-oxo-4,5-dihydropyrazolo-[1,5-a]pyrazine-2-carboxylate